(1aR,5aR)-2-(2,4-Difluoro-phenyl)-1a,2,5,5a-tetrahydro-1H-2,3-diaza-cyclopropa[a]pentalene-4-carboxylic Acid (1-Methyl-1-phenylethyl)-amide CC(C)(C1=CC=CC=C1)NC(=O)C=1C=2C[C@@H]3[C@H](C2N(N1)C1=C(C=C(C=C1)F)F)C3